SCCC(=O)O.SCCC(=O)O.SCCC(=O)O.C(O)C(CC)(CO)CO trimethylol-propane tri(3-mercaptopropionate)